1,2-bis(β-hydroxyethylamino)-4-nitrobenzene OCCNC1=C(C=C(C=C1)[N+](=O)[O-])NCCO